bis-thiophenylpyridazinedione S1C(=CC=C1)C1=C(C(C(N=N1)=O)=O)C=1SC=CC1